NC1=NC2=CC=C(C=C2C=C1C)C(=O)N([C@H](C)C1=NC=CC=N1)CC=1N=CC2=CC=CC=C2C1 2-amino-N-(3-isoquinolinylmethyl)-3-methyl-N-((1R)-1-(2-pyrimidinyl)ethyl)-6-quinolinecarboxamide